diethoxybutynediol C(C)OCC#CC(O)(O)OCC